C(C1=CC=CC=C1)OC1=CC=C(C=C1)C1=CC=2C(=NC=CC2C=2C=C3C(=NNC3=CC2)N)N1 5-(2-(4-(benzyloxy)phenyl)-1H-pyrrolo[2,3-b]pyridin-4-yl)-1H-indazol-3-amine